(S)-N-[[3-[3-fluoro-4-(4-morpholinyl)phenyl]-2-oxo-5-oxazolidinyl]methyl]acetamide FC=1C=C(C=CC1N1CCOCC1)N1C(O[C@H](C1)CNC(C)=O)=O